(3S,4R)-4-[(7-{5-[1-(difluoromethyl)cyclopropyl]pyridin-2-yl}-5-fluoropyrrolo[2,1-f][1,2,4]triazin-2-yl)amino]oxan-3-yl sulfamate S(N)(O[C@@H]1COCC[C@H]1NC1=NN2C(C=N1)=C(C=C2C2=NC=C(C=C2)C2(CC2)C(F)F)F)(=O)=O